[Si](C)(C)(C(C)(C)C)OCC(CNC(OC(C)(C)C)=O)=CF Tert-butyl (2-(((tert-butyldimethylsilyl)oxy)methyl)-3-fluoroallyl)carbamate